5-amino-8-(2-methylpyridin-4-yl)-7-phenylimidazo[1,2-c]pyrimidine-2-carboxylic acid NC1=NC(=C(C=2N1C=C(N2)C(=O)O)C2=CC(=NC=C2)C)C2=CC=CC=C2